ClC=1C=CC2=C(OC3=C2C=CC=C3)C1F 3-chloro-4-fluorodibenzo[b,d]furan